potassium pertechnetate [Tc](=O)(=O)(=O)[O-].[K+]